NCC1=CC(=C(C(=C1)C)NC(=O)C1=CC2=C(OCCC3=C2SC=C3)C=C1C=1C(=NC(=CC1)C(=O)N1C(CCCC1C)C)C(=O)O)C 3-(9-((4-(aminomethyl)-2,6-dimethylphenyl)carbamoyl)-4,5-dihydrobenzo[b]thieno[2,3-d]oxepin-8-yl)-6-(2,6-dimethylpiperidine-1-carbonyl)picolinic acid